N-methyl-3-(3-(1-(trifluoromethyl)cyclopropyl)phenyl)cyclobutan-1-amine CNC1CC(C1)C1=CC(=CC=C1)C1(CC1)C(F)(F)F